methyl 2-((3S,4S)-3-methoxy-4-(3-tridecylureido)pyrrolidin-1-yl)benzo[d]oxazole-5-carboxylate CO[C@H]1CN(C[C@@H]1NC(=O)NCCCCCCCCCCCCC)C=1OC2=C(N1)C=C(C=C2)C(=O)OC